ethyl 1-(1-aminopropan-2-yl)-4-iodo-1H-pyrazole-5-carboxylate NCC(C)N1N=CC(=C1C(=O)OCC)I